F[C@H]1C[C@H](N(C1)C(CN1CCC(CC1)N(C)C=1C=NC2=CC(=CC=C2C1)OC)=O)C#N (2S,4S)-4-Fluoro-1-(2-(4-((7-methoxychinolin-3-yl)(methyl)amino)piperidin-1-yl)acetyl)pyrrolidin-2-carbonitril